CC(=CCOCC(COCC=C(C)C)OC(C(=C)C)=O)C 1,3-bis(3-methyl-2-butenyloxy)-2-methacryloxypropane